4-oxobenzo[d][1,2,3]triazine-3(4H)-yl benzenesulfonate C1(=CC=CC=C1)S(=O)(=O)ON1N=NC2=C(C1=O)C=CC=C2